(E)-1-(naphthalene-2-yl)-3-(p-tolylamino)prop-2-en-1-one C1=C(C=CC2=CC=CC=C12)C(\C=C\NC1=CC=C(C=C1)C)=O